C(C)(C)(C)OC(=O)NC1=CC=C(OC=2C3=C(SC2)C=C(C=C3)C(=O)OC)C=C1 methyl 3-(4-((tert-butoxycarbonyl)amino)phenoxy)benzo[b]thiophene-6-carboxylate